(3,4-xylyl)phenylphosphine chloride [Cl-].C1(=CC(=C(C=C1)C)C)PC1=CC=CC=C1